2-((tert-butyldiphenylsilyl)oxy)-N-(thiophen-2-ylmethyl)acetamide [Si](C1=CC=CC=C1)(C1=CC=CC=C1)(C(C)(C)C)OCC(=O)NCC=1SC=CC1